1-Benzyl-N-((1,2,3,5,6,7-hexahydro-s-indacen-4-yl)carbamoyl)-5-(2-hydroxypropan-2-yl)-1H-pyrazole-3-sulfonamide C(C1=CC=CC=C1)N1N=C(C=C1C(C)(C)O)S(=O)(=O)NC(NC1=C2CCCC2=CC=2CCCC12)=O